6-(7-(((3S)-3-(difluoromethoxy)-1-piperidinyl)carbonyl)-2-quinoxalinyl)-2-methyl-1(2H)-isoquinolinone FC(O[C@@H]1CN(CCC1)C(=O)C1=CC=C2N=CC(=NC2=C1)C=1C=C2C=CN(C(C2=CC1)=O)C)F